O=C(C(C)N1N=C2C(=CC=CC2=C1)C(=O)N)N1CC2CCC(C1)N2C2=NC=C(C=N2)C(F)(F)F 2-(1-Oxo-1-(8-(5-(trifluoromethyl)pyrimidin-2-yl)-3,8-diazabicyclo[3.2.1]oct-3-yl)propan-2-yl)-2H-indazole-7-carboxamide